rac-(5aR,6S,8R,8aS)-5a-(4-bromophenyl)-3-chloro-6-phenyl-6,7-dihydrospiro[cyclopenta[4,5]furano[3,2-b]pyridin-8,2'-oxetane]-8a(5aH)-ol BrC1=CC=C(C=C1)[C@]12[C@](C3=NC=C(C=C3O1)Cl)([C@@]1(OCC1)C[C@H]2C2=CC=CC=C2)O |r|